O[C@H]1C[C@@H]2COC3=C(C(N2C1)=O)C(=CC(=C3)C)OCC(C)C (2S,11aR)-2-Hydroxy-6-isobutoxy-8-methyl-2,3,11,11a-tetrahydro-1H,5H-benzo[f]pyrrolo[2,1-c][1,4]oxazepin-5-one